3-Cyclopropoxy-4-(3,3-diethyltriaz-1-en-1-yl)-5-(prop-1-yn-1-yl)benzoic acid methyl ester COC(C1=CC(=C(C(=C1)C#CC)N=NN(CC)CC)OC1CC1)=O